CC1=NC=NC=C1C 4,5-dimethylpyrimidine